FC1=C(C=C(C=C1)O)N1C=NC2=CC=CC=C2C1 3-(2-fluoro-5-hydroxyphenyl)-3,4-dihydroquinazolin